[Ir].N1=C(C=CC=C1)C=1SC2=C(C1)C=CC=C2 2-(2-pyridyl)benzothiophene iridium